Cl.ClC1=CC=C(C[C@H](N)C)C=C1 |r| (+/-)-4-chloroamphetamine HCl